7-(3-bromo-4-methylphenyl)-7H-pyrrolo[2,3-d]pyrimidin-2-amine BrC=1C=C(C=CC1C)N1C=CC2=C1N=C(N=C2)N